C(C)OC(=O)C=1C(N(N=C(C1)C1=CC=C(C=C1)Cl)C=1C=NN(C1)C)=O 6-(4-chlorophenyl)-2-(1-methyl-1H-pyrazol-4-yl)-3-oxo-2,3-dihydropyridazine-4-carboxylic acid ethyl ester